6-(aminomethyl)-2-(6-(ethylamino)-4-(1-methyl-4-(4-methyl-4H-1,2,4-triazol-3-yl)-1H-pyrazol-5-yl)pyridin-2-yl)-4-(trifluoromethyl)isoindolin-1-one NCC1=CC(=C2CN(C(C2=C1)=O)C1=NC(=CC(=C1)C1=C(C=NN1C)C1=NN=CN1C)NCC)C(F)(F)F